1-((2-fluoropyridin-4-yl)methyl-d2)-1H-pyrrole-2-carboxamide FC1=NC=CC(=C1)C(N1C(=CC=C1)C(=O)N)([2H])[2H]